CCCCCCCCCCCCCCCCCC(=O)OC[C@H](COP(=O)([O-])OCC[N+](C)(C)C)OC(=O)CCCCCCC/C=C\\C/C=C\\C/C=C\\CC The molecule is a 1,2-diacyl-sn-glycero-3-phosphocholine in which the two acyl substituents at positions 1 and 2 are specified as stearoyl and alpha-linolenoyl respectively. It derives from an octadecanoic acid and an alpha-linolenic acid.